C(C)OC(CC1=C(C=CC=C1C)O[C@@H]1CCC2=CC=C(C=C12)Br)=O (R)-2-(2-((6-bromo-2,3-dihydro-1H-inden-1-yl)oxy)-6-methylphenyl)acetic acid ethyl ester